O=C1NC(CCC1N1C(C=2C=C3C(=CC2C1=O)OC1(CC3)CCC(CC1)=O)=O)=O 7'-(2,6-Dioxopiperidin-3-yl)-3',4'-dihydro-6'H-spiro[cyclohexane-1,2'-pyrano[2,3-f]isoindole]-4,6',8'(7'H)-trione